Nickel-tungsten oxide [W]=O.[Ni]